N-ethyl-5-fluoro-2-[3-methyl-6-(piperazin-1-yl)imidazo[1,5-a]pyridin-8-yl]-N-(isopropyl)benzamide C(C)N(C(C1=C(C=CC(=C1)F)C=1C=2N(C=C(C1)N1CCNCC1)C(=NC2)C)=O)C(C)C